O1C=NC(=C1)COC1=C(C=C2C=C(NC2=C1)CNC(=O)N1CCC1)OC(F)(F)F N-({6-[(1,3-oxazol-4-yl)methoxy]-5-trifluoromethoxy-2-indolyl}methyl)-1-azetidinecarboxamide